C(C)C(CO)CCCC 2-Ethyl-1-hexanol